4-(2-(4-(5-chloro-2-(1H-tetrazol-1-yl)phenyl)-5-methoxy-2-oxopyridin-1(2H)-yl)-2-fluoroacetamido)-N-(2,2-difluoroethyl)-2-fluorobenzamide ClC=1C=CC(=C(C1)C1=CC(N(C=C1OC)C(C(=O)NC1=CC(=C(C(=O)NCC(F)F)C=C1)F)F)=O)N1N=NN=C1